3-methyl-3-(methylsulfonylmethyl)azetidine-1-carboxylic acid tert-butyl ester C(C)(C)(C)OC(=O)N1CC(C1)(CS(=O)(=O)C)C